t-butyl 2,7-diazaspiro[3.5]nonane-7-carboxylate C1NCC12CCN(CC2)C(=O)OC(C)(C)C